P(O)(O)O.CC(C)=C.CC(C)=C diisobutylene phosphite